FC=1C=C2C(=C(NC2=C(C1)C)C(=O)O)C1=CC=C(C=C1)F 5-fluoro-3-(4-fluorophenyl)-7-methyl-1H-indole-2-carboxylic acid